Cl.FC1=C2[C@H](CCOC2=CC=C1)N (S)-5-fluorochroman-4-amine HCl